butyl 2-(2-(benzylcarbamoyl)-1-((3-phenylisoxazol-5-yl)methyl)hydrazinyl)acetate C(C1=CC=CC=C1)NC(=O)NN(CC1=CC(=NO1)C1=CC=CC=C1)CC(=O)OCCCC